1,2-dihydro-5-methyl-1,2,4-triazol-3-one CC1=NC(NN1)=O